OC(C)(C)C=1C=CC(=C(C1)C=1C2=C(C(N(C1)C)=O)NC=C2)OC2CC(C2)OC2CCNCC2 4-[5-(1-hydroxy-1-methyl-ethyl)-2-[3-(4-piperidyloxy)cyclobutoxy]phenyl]-6-methyl-1H-pyrrolo[2,3-c]pyridin-7-one